FCCCN1C[C@H](CC1)OC1=CC=C(C=C1)C1=C(CSC2=CC(=CC=C12)O)C1=CC=C(C=C1)OC1COC1 4-[4-[(3S)-1-(3-fluoropropyl)pyrrolidin-3-yl]oxyphenyl]-3-[4-(oxetan-3-yloxy)phenyl]-2H-thiochromen-7-ol